N-[(3-Amino-1-piperidyl)sulfonyl]-6-(3-fluoro-5-isobutoxyphenyl)-2-(2,2,4-trimethylpyrrolidin-1-yl)pyridin-3-carboxamid NC1CN(CCC1)S(=O)(=O)NC(=O)C=1C(=NC(=CC1)C1=CC(=CC(=C1)OCC(C)C)F)N1C(CC(C1)C)(C)C